O1COC2=C1C=CC(=C2)N(C(C2=CC(=CC=C2)N2N=C(C=C2CC)CC)=O)C N-(1,3-benzodioxol-5-yl)-3-(3,5-diethylpyrazol-1-yl)-N-methyl-benzamide